Sodium ((1,2,3,5,6,7-hexahydro-s-indacen-4-yl)carbamoyl)(N-((cis-4-hydroxy-tetrahydrofuran-2-yl)methyl)-N-(1-methyl-1H-pyrazol-4-yl)sulfamoyl)amide C1CCC2=C(C=3CCCC3C=C12)NC(=O)[N-]S(N(C=1C=NN(C1)C)C[C@@H]1OC[C@@H](C1)O)(=O)=O.[Na+]